N-(5-formylpyridin-2-yl)acetamide rac-tert-butyl-(1R,6R)-5-(2-(5-chloropyridin-2-yl)-2-methylbenzo[d][1,3]dioxol-4-yl)-2,5-diazabicyclo[4.2.0]octane-2-carboxylate C(C)(C)(C)OC(=O)N1[C@@H]2CC[C@H]2N(CC1)C1=CC=CC=2O[C@@](OC21)(C)C2=NC=C(C=C2)Cl.C(=O)C=2C=CC(=NC2)NC(C)=O |&1:21|